COP(=O)(OC)O.C(CCCCCCCCCCCCC)N1CN(C=C1)C 1-tetradecyl-3-methyl-imidazole dimethyl-phosphate